(E)-4-((5-morpholinothiophen-2-yl)methylene)-3-(trifluoromethyl)isoxazol-5(4H)-one O1CCN(CC1)C1=CC=C(S1)\C=C\1/C(=NOC1=O)C(F)(F)F